1-(1,4-bis(isopentyloxy)-8-methoxynaphthalen-2-yl)-2-bromoethanone C(CC(C)C)OC1=C(C=C(C2=CC=CC(=C12)OC)OCCC(C)C)C(CBr)=O